C(C)NC(=O)C1=CC(=C(N1)C(=O)NC)O[C@H](C)C1=CC(=CC=C1)F |r| Racemic-N5-ethyl-3-(1-(3-fluorophenyl)ethoxy)-N2-methyl-1H-pyrrole-2,5-dicarboxamide